9,10-dimethoxy-3-isobutyl-1,3,4,6,7,11b-hexahydro-2H-pyrido[2,1-a]isoquinolin-2-one COC=1C=C2CCN3C(C2=CC1OC)CC(C(C3)CC(C)C)=O